1-(4-phenylthiophenyl)-octan-1,2-dione 2-oxime C1(=CC=CC=C1)SC1=CC=C(C=C1)C(C(CCCCCC)=NO)=O